4-(2-methoxypyrimidin-5-yl)aniline COC1=NC=C(C=N1)C1=CC=C(N)C=C1